4-[[(2S,3R,4S,5S)-3-(3,4-Difluoro-2-methoxy-phenyl)-4,5-dimethyl-5-(trifluoromethyl)tetrahydrofuran-2-carbonyl]amino]-6-methyl-pyridin-2-carboxamid FC=1C(=C(C=CC1F)[C@@H]1[C@H](O[C@@]([C@H]1C)(C(F)(F)F)C)C(=O)NC1=CC(=NC(=C1)C)C(=O)N)OC